(S)-quinuclidin-3-yl (2,2-diethyl-5-(4-methoxyphenyl)-2,3-dihydro-1H-inden-1-yl)carbamat C(C)C1(C(C2=CC=C(C=C2C1)C1=CC=C(C=C1)OC)NC(O[C@@H]1CN2CCC1CC2)=O)CC